4-(2-(2,4-dichlorophenoxy)-5-(2-hydroxypropan-2-yl)phenyl)-N-ethyl-6-methyl-7-oxo-6,7-dihydrothieno[2,3-c]pyridine-2-carboxamide ClC1=C(OC2=C(C=C(C=C2)C(C)(C)O)C=2C3=C(C(N(C2)C)=O)SC(=C3)C(=O)NCC)C=CC(=C1)Cl